(E)-1-(3-methylsulfonylmethoxy-4-difluoromethoxystyryl)-2,6-dimethylpyridin-4(1H)-one CS(=O)(=O)COC=1C=C(/C=C/N2C(=CC(C=C2C)=O)C)C=CC1OC(F)F